COC[C@H]1C[C@H](N(C1)C(CNC(C1=CC=C(C=C1)OC1=CC=CC=C1)=O)=O)C(=O)O (2s,4s)-4-(methoxymethyl)-1-((4-phenoxybenzoyl)glycyl)pyrrolidine-2-carboxylic acid